diethylene glycol phthalate diacrylate C(C=C)(=O)O.C(C=C)(=O)O.C(C=1C(C(=O)O)=CC=CC1)(=O)O.C(COCCO)O